CCC(CCCCCCCC(CCCCCCCCC)O)O eicosane-3,11-diol